(R,Z)-1-(4-hydroxy-4-(5-((1-(2-methyl-3-(trifluoromethyl)phenyl)ethyl)-imino)-8,9-dihydro-5H-oxazolo[3,2-a]pyrido[4,3-e]pyrimidin-3-yl)piperidin-1-yl)ethan-1-one OC1(CCN(CC1)C(C)=O)C1=CC=2/C(/N=C3N(C2C=N1)CCO3)=N/[C@H](C)C3=C(C(=CC=C3)C(F)(F)F)C